C1(=CC=CC=C1)COC(C1=CC=CC=C1)=O Benzoic acid phenylmethyl ester